1-bromocyclopentane-1,2,2,3,3,4,4,5,5-d9 BrC1(C(C(C(C1([2H])[2H])([2H])[2H])([2H])[2H])([2H])[2H])[2H]